FCC12OCC(C1)(C2)C=2N=C1N(C=C(C(=C1)OC)C(=O)NC1=NC(=CC=C1)OC)C2 2-(1-(fluoromethyl)-2-oxabicyclo[2.1.1]hex-4-yl)-7-methoxy-N-(6-methoxypyridin-2-yl)imidazo[1,2-a]pyridine-6-carboxamide